C(CCCC)(=O)OCC\C=C/CC (3Z)-3-hexen-1-yl valerate